coumaryl-aminopropionic acid phosphate P(=O)(O)(O)O.C(\C=C\C1=CC=C(C=C1)O)C(C(=O)O)(C)N